C(C1=CC=CC=C1)(=O)C1=CC=C(C(=O)C2=CC=CC=C2)C=C1 4-benzoyl-4'-Benzophenone